(pentamethylcyclopentadienyl)(1-n-butyl-1,5,6,7-tetrahydro-s-indacenyl)hafnium CC1=C(C(=C(C1(C)[Hf]C1(C=CC2=CC=3CCCC3C=C12)CCCC)C)C)C